(E)-N-methylcarbamate CNC([O-])=O